FC(C=1C=C(CCN)C=CC1)(F)F 3-(trifluoromethyl)phenethylamine